C1(=CC=CC=C1)N1CC(CC1)C1=C(C(=O)O)C=CC=C1 2-(1-phenylpyrrolidin-3-yl)benzoic acid